BrC=1C=NN(C1)C 4-bromo-1-methylpyrazole